6-[(2S)-2-aminopropyl]-2-chloro-5-fluoro-N-[(furan-2-yl)methyl]-7-methyl-7H-pyrrolo[2,3-d]pyrimidin-4-amine N[C@H](CC1=C(C2=C(N=C(N=C2NCC=2OC=CC2)Cl)N1C)F)C